CN1N=NN=C1CO (1-Methyl-1H-tetrazol-5-yl)methanol